C(C)(C)(C)OC(=O)N1CC2(CN(C2)C(=O)[C@@H]2C(C2)(C)C)[C@@H](C1)C(=O)N[C@@H]([C@H](OCC1(CC=CCC1)CO)C)C(=O)O N-((S)-6-(tert-butoxycarbonyl)-2-((S)-2,2-dimethylcyclopropane-1-carbonyl)-2,6-diazaspiro[3.4]octane-8-carbonyl)-O-((1-(hydroxymethyl)cyclohex-3-en-1-yl)methyl)-L-threonine